5-(2-(6-(Trifluoromethyl)imidazo[1,2-a]pyrazin-3-yl)pyrimidin-4-yl)hexahydro-2H-furo[2,3-c]pyrrole FC(C=1N=CC=2N(C1)C(=CN2)C2=NC=CC(=N2)N2CC1C(C2)CCO1)(F)F